ClC=1C=CC(=C(C1)C1=CC(=C(N=N1)C)NC1=CC(=NC=C1)NC(=O)CCN1C(CNCC1)CC(=O)OC)F methyl 2-(1-{2-[(4-{[6-(5-chloro-2-fluorophenyl)-3-methylpyridazin-4-yl]amino}pyridin-2-yl)carbamoyl]ethyl}piperazin-2-yl)acetate